OC1=C(C=C(CCC(=O)O)C=C1)OC.ON(C1=C(C(=CC=C1)CC)C)O N,N-dihydroxyethyl-methylaniline 4-hydroxy-3-methoxybenzyl-acetate